2-(4,5-dichloro-6-oxopyridazin-1(6H)-yl)-N-(2-oxo-1,2-dihydroquinoxalin-6-yl)acetamide ClC=1C=NN(C(C1Cl)=O)CC(=O)NC=1C=C2N=CC(NC2=CC1)=O